(2S,4r)-1-[(2S)-2-(4-cyclopropyl-triazol-1-yl)-3,3-dimethyl-butyryl]-N-[[4-(4-fluorophenyl)thiazol-2-yl]methyl]-4-hydroxy-pyrrolidine-2-carboxamide C1(CC1)C=1N=NN(C1)[C@H](C(=O)N1[C@@H](C[C@H](C1)O)C(=O)NCC=1SC=C(N1)C1=CC=C(C=C1)F)C(C)(C)C